(RS)-tert-butyl-sulfinamide C(C)(C)(C)[S@@](=O)N |r|